COC(CC1(CN2C(C=3C=CC(=CC13)C1=CC=CC=C1)=C(C=1C=CC=CC12)C)C)=O Methyl-2-(5,12-dimethyl-3-phenyl-5,6-dihydroindolo[2,1-a]isoquinolin-5-yl)acetate